ClC=1C=C(C(N(C1)C1CCOCC1)=O)[N+](=O)[O-] 5-chloro-3-nitro-1-(tetrahydro-2H-pyran-4-yl)pyridin-2(1H)-one